C[C@H](C1=C(C=CC=C1)[N+](=O)[O-])N (r)-α-methyl-2-nitro-benzylamine